butyl 3-[(tert-butoxycarbonyl)[(4-methoxyphenyl)methyl]amino]-2-([[4-(3,5-difluoro-2-hydroxyphenyl)cyclohexyl]oxy]methyl)pyrrolidine-1-carboxylate C(C)(C)(C)OC(=O)N(C1C(N(CC1)C(=O)OCCCC)COC1CCC(CC1)C1=C(C(=CC(=C1)F)F)O)CC1=CC=C(C=C1)OC